N-(4-(5-(8-(4,4-difluoropiperidin-1-yl)-7-fluoroquinolin-6-yl)-1,3,4-oxadiazol-2-yl)-3-(6-azaspiro[2.5]octan-6-yl)phenyl)-2-hydroxyethane-1-sulfonamide FC1(CCN(CC1)C=1C(=C(C=C2C=CC=NC12)C1=NN=C(O1)C1=C(C=C(C=C1)NS(=O)(=O)CCO)N1CCC2(CC2)CC1)F)F